oxazolo[4,5-d]triazol N1=NN=C2C1=NCO2